ClC=1C(=CC(=C(C1)NC(C)=O)F)F N-(5-chloro-2,4-difluorophenyl)acetamide